FC1=C2C=CN(C2=C(C=C1)C(=O)NC1CC2(CCC2)C1)CC1=CC=C(C=C1)C1=CC=NC=C1 (Ra)-6-(4-fluoro-1-(4-(pyridin-4-yl)benzyl)-1H-indole-7-carboxamido)spiro[3.3]heptane